C1C(C)(C)OO1 i-butylyl peroxide